C(#N)C1=CC2=C(N=C(O2)C2=CN=C(C=C2C(=O)OC)N2C3=C(OCCC2)C=CC(=C3)F)C=C1 methyl 5-(6-cyanobenzo[d]oxazol-2-yl)-2-(7-fluoro-3,4-dihydro-benzo[b][1,4]oxazepine-5(2H)-yl)isonicotinate